3-fluoropiperidin-4-ol hydrochloride Cl.FC1CNCCC1O